(triethoxy)amine C(C)ON(OCC)OCC